2-cyclopropyl-1-(2-(4-phenyl-1H-imidazol-2-yl)piperidin-1-yl)ethan C1(CC1)CCN1C(CCCC1)C=1NC=C(N1)C1=CC=CC=C1